ClC1=CC=C(CN2CCC3=CC=CC=C23)C=C1 1-(4-chlorobenzyl)-indoline